Ethyl hydrogen (2-(5-(4-(4-methoxyphenyl)piperazine-1-carbonyl)thiophen-3-yl)ethyl)phosphonate COC1=CC=C(C=C1)N1CCN(CC1)C(=O)C1=CC(=CS1)CCP(OCC)(O)=O